Cl.OCCN[C@H]1CCC2=C(C=CC=C12)C1=NOC(=N1)C=1C=CC(=C(C#N)C1)OC(C)C 5-(3-((1S)-1-((2-hydroxyethyl)amino)-2,3-dihydro-1H-inden-4-yl)-1,2,4-oxadiazol-5-yl)-2-(2-propyloxy)benzonitrile hydrochloride